tert-butyl 4-(2-fluoro-4-nitrophenyl)-3,6-dihydropyridine-1(2H)-carboxylate FC1=C(C=CC(=C1)[N+](=O)[O-])C=1CCN(CC1)C(=O)OC(C)(C)C